6-Amino-2-(4-amino-4-methyl-piperidin-1-yl)-5-(2,3-dichloro-phenyl)-pyrimidine-4-carboxylic acid-(2-hydroxy-ethyl)-amide OCCNC(=O)C1=NC(=NC(=C1C1=C(C(=CC=C1)Cl)Cl)N)N1CCC(CC1)(C)N